(5-(1-(2-(4-isothiocyanatophenyl)-1H-indol-3-yl)-2-nitroethyl)thiophen-3-yl)boronic acid N(=C=S)C1=CC=C(C=C1)C=1NC2=CC=CC=C2C1C(C[N+](=O)[O-])C1=CC(=CS1)B(O)O